2-(5-Bromo-2-nitro-4-(vinyloxy)phenyl)-1,3-dioxolane BrC=1C(=CC(=C(C1)C1OCCO1)[N+](=O)[O-])OC=C